BrC=1C=NN2C1C=CC(=C2)OC=2N=NC(=CC2)CN2CCN(CC2)C2COC2 3-bromo-6-[6-[[4-(oxetan-3-yl)piperazin-1-yl]methyl]pyridazin-3-yl]oxypyrazolo[1,5-a]pyridine